ClC=1N=CC=2N=C3N(C2N1)C1(CCOCC1)CN3C 2-Chloro-6-methyl-2',3',5',6,6',7-hexahydrospiro[imidazo[1,2-e]purine-8,4'-pyran]